n-octyl-dithio-nitrobenzoic acid C(CCCCCCC)C=1C(=C(C(=O)O)C=CC1)[N+](=S)[S-]